5-((R)-2-(5-fluoropyridin-3-yl)pyrrolidin-1-yl)-N-((S)-1,1,1-trifluoropropan-2-yl)pyrazolo[1,5-a]pyrimidine-3-carboxamide FC=1C=C(C=NC1)[C@@H]1N(CCC1)C1=NC=2N(C=C1)N=CC2C(=O)N[C@H](C(F)(F)F)C